C(C1=CC=CC=C1)NNNCCCCCC Benzyltriazanonan